O[C@@H](CNC(O[C@@H]1CC[C@H](CC1)C(N(C[C@@H]1CC[C@H](CC1)C1=CC(=C(C=C1)OC)C)C1=CC(=CC=C1)C=1C=NN(C1)C1CC1)=O)=O)CO trans-4-((3-(1-Cyclopropyl-1H-pyrazol-4-yl)phenyl)((trans-4-(4-methoxy-3-methylphenyl)cyclohexyl)methyl) carbamoyl)cyclohexyl ((S)-2,3-dihydroxypropyl)carbamate